ClC1=C(C=C2C=CN=CC2=C1)C1CCN(CC1)C1(COC1)C 7-chloro-6-(1-(3-methyloxetan-3-yl)piperidin-4-yl)isoquinolin